CC/C=C\\C[C@H]1[C@H](CCC1=O)CC(=O)N[C@@H]([C@@H](C)CC)C(=O)[O-] The molecule is an N-jasmonyl-L-alpha-amino acid anion obtained by deprotonation of the carboxy group of N-[(+)-7-isojasmonyl]-L-isoleucine; major species at pH 7.3. It is a N-jasmonyl-L-alpha-amino acid anion and a N-[(3R)-jasmonyl]-L-isoleucinate. It is a conjugate base of a N-[(+)-7-isojasmonyl]-L-isoleucine.